S(=O)(=O)(O)C(C(=O)[O-])CC(=O)[O-].CC(C)(O)C=1[N+](=C(NC1)C(C)O)CCO.CC(C)(O)C=1[N+](=C(NC1)C(C)O)CCO 1-methyl-1-hydroxyethyl-1-hydroxyethyl-3-hydroxyethylimidazolium sulfosuccinate